2-(piperidin-3-yl)pyridin-4-amine N1CC(CCC1)C1=NC=CC(=C1)N